benzo[d][1,3]dioxane-5-carboxylate O1COCC2=C1C=CC=C2C(=O)[O-]